methyl 5-chloro-2-methoxy-3-(morpholinomethyl)benzoate ClC=1C=C(C(=C(C(=O)OC)C1)OC)CN1CCOCC1